CC1C2=C(C(N(C1)C(=O)OC(C)(C)C)=O)C(=C(N2)C2=NC=CC=C2)NC2=CC=CC=C2 tert-Butyl 7-methyl-4-oxo-3-(phenylamino)-2-(pyridin-2-yl)-1,4,6,7-tetrahydro-5H-pyrrolo[3,2-c]pyridine-5-carboxylate